NC=1C(=NC(=C(N1)F)C1=CC=C(C=C1)N1CCN(CC1)CCCC(F)F)C=1C=C2CCNC(C2=CC1F)=O 6-(3-amino-6-(4-(4-(4,4-difluorobutyl)piperazin-1-yl)phenyl)-5-fluoropyrazin-2-yl)-7-fluoro-3,4-dihydroisoquinolin-1(2H)-one